5-methylindole-2,3-dione CC=1C=C2C(C(NC2=CC1)=O)=O